C(C)(=O)NC1=C(C(=O)N(C)C)C=C(C=C1O)[N+](=O)[O-] acetamido-3-hydroxy-N,N-dimethyl-5-nitrobenzamide